BrC1=CC=CC=2SC=C(C21)C=O 4-bromobenzo[b]thiophene-3-carbaldehyde